O1CCN(CC1)CCNC(=O)C(CC(=O)OC1(CCC1)C1=CC=C(C=C1)C(F)(F)F)=C (4-(trifluoromethyl)phenyl)cyclobutyl 3-((2-morpholinoethyl)carbamoyl)but-3-enoate